C(C1=CC=CC=C1)OCC1CC(C1)C1=NC=2C(=C3C(=NC2)N(C=C3)S(=O)(=O)C3=CC=CC=C3)N1 2-(3-((benzyloxy)methyl)cyclobutyl)-6-(benzenesulfonyl)-1,6-dihydroimidazo[4,5-d]Pyrrolo[2,3-b]Pyridine